methyl 4,6-O-benzylidene-α-D-mannopyranoside CO[C@@H]1[C@H]([C@H]([C@H]2[C@H](O1)COC(O2)C3=CC=CC=C3)O)O